CC1(OCC[C@@H](C1)C1=C(C=CC=C1)C=1NC=CC1)C (2S)-2-{2-[(4S)-2,2-dimethyloxan-4-yl]phenyl}pyrrol